(R)-2-fluoro-8-methyl-8-(1-((2-(trimethylsilyl)ethoxy)methyl)-1H-pyrazol-4-yl)-7,8-dihydro-6H-cyclopenta[e]pyrazolo[1,5-a]pyrimidine FC1=NN2C(N=CC3=C2[C@](CC3)(C=3C=NN(C3)COCC[Si](C)(C)C)C)=C1